Ethyl (S)-2-(1,4-dibenzylpiperazin-2-yl)acetate C(C1=CC=CC=C1)N1[C@H](CN(CC1)CC1=CC=CC=C1)CC(=O)OCC